3-[2-Oxo-6-(4-piperidinyl)-1,3-benzoxazol-3-yl]piperidine-2,6-dione O=C1OC2=C(N1C1C(NC(CC1)=O)=O)C=CC(=C2)C2CCNCC2